(S)-4-(3-fluorobenzyl)-N-(7-(2-(4-hydroxy-4-methylpiperidin-1-yl)-2-oxoethoxy)-5-methyl-4-oxo-2,3,4,5-tetrahydrobenzo[b][1,4]oxazepin-3-yl)-1H-pyrazole-1-carboxamide FC=1C=C(CC=2C=NN(C2)C(=O)N[C@@H]2C(N(C3=C(OC2)C=CC(=C3)OCC(=O)N3CCC(CC3)(C)O)C)=O)C=CC1